methyl (1S,3S)-3-[[6-oxo (trifluoromethyl)-1-(2-trimethylsilylethoxymethyl)pyridazin-3-yl]amino]cyclopentanecarboxylate O=C1C=C(C(=NN1COCC[Si](C)(C)C)N[C@@H]1C[C@H](CC1)C(=O)OC)C(F)(F)F